N-(4-chloropyridine-2-yl)cyclopropylcarboxamide ClC1=CC(=NC=C1)NC(=O)C1CC1